3-((2E)-3,7-dimethylnona-2,6-dien-1-yl)-2,4-dihydroxy-6-pentylbenzoic acid C\C(=C/CC=1C(=C(C(=O)O)C(=CC1O)CCCCC)O)\CCC=C(CC)C